(([1,1'-biphenyl]-4-ylmethyl)thio)-6-chlorobenzo[d]oxazole C1(=CC=C(C=C1)CSC=1OC2=C(N1)C=CC(=C2)Cl)C2=CC=CC=C2